1-(2-(4-(((3aR,5s,6aS)-2-(cyanomethyl)octahydrocyclopenta[c]pyrrol-5-yl)-amino)-1H-pyrrolo[2,3-b]pyridin-5-yl)thiazol-5-yl)cyclohexane-1-carboxylic acid C(#N)CN1C[C@@H]2[C@H](C1)CC(C2)NC2=C1C(=NC=C2C=2SC(=CN2)C2(CCCCC2)C(=O)O)NC=C1